3,4-difluoro-2-methoxy-pyridine FC=1C(=NC=CC1F)OC